OC1(CCN(CC1)C(CC(C)C1=CC=CC=C1)=O)CN1C=NC=2C(C1=O)=NN(C2C2=CC=C(CNCCCNC(CC)=O)C=C2)C N-(3-((4-(6-((4-hydroxy-1-(3-phenylbutanoyl)piperidin-4-yl)methyl)-2-methyl-7-oxo-6,7-dihydro-2H-pyrazolo[4,3-d]pyrimidin-3-yl)benzyl)amino)propyl)propanamide